(1S,2S)-2-(((5-chlorofuran-2-yl)methyl)amino)cyclohexan-1-ol ClC1=CC=C(O1)CN[C@@H]1[C@H](CCCC1)O